C(C=C)(=O)N1CC(CC1)C=1C=C(C=C2C=NC=NC12)C1=CC=C(C(=O)NC2=NC=CC(=C2)C(F)(F)F)C=C1 4-(8-(1-propenoylpyrrolidin-3-yl)quinazolin-6-yl)-N-(4-(trifluoromethyl)pyridin-2-yl)benzamide